2-(3-fluoro-4-(thiophen-3-yl)phenyl)acetic acid methyl ester COC(CC1=CC(=C(C=C1)C1=CSC=C1)F)=O